(R)-5-amino-N-(sec-butyl)-N-((5-cyclopropyl-3-fluoropyridin-2-yl)methyl)-1-((2-(trimethylsilyl)ethoxy)methyl)-6,8-dihydro-1H-furo[3,4-d]pyrrolo[3,2-b]pyridine-2-carboxamide NC1=C2C(=C3C(=N1)C=C(N3COCC[Si](C)(C)C)C(=O)N(CC3=NC=C(C=C3F)C3CC3)[C@H](C)CC)COC2